BrCC1=NC(=NC=C1)C1=CC(=CC(=C1)OC)F (bromomethyl)-2-(3-fluoro-5-methoxyphenyl)pyrimidine